6-(3,4-difluorophenyl)-1-[[3-(methoxymethyl)-1,2,4-oxadiazol-5-yl]methyl]-3H-imidazo[4,5-b]pyridin-2-one FC=1C=C(C=CC1F)C=1C=C2C(=NC1)NC(N2CC2=NC(=NO2)COC)=O